BrCC=1C=CC(=C(C1)C1=NC=C(C=N1)F)F 2-(5-(Bromomethyl)-2-fluorophenyl)-5-fluoropyrimidine